O=C1NC(CC[C@@H]1NC(=O)C1=C(C=C(C=C1)N1CCN(CC1)C[C@@H]1CN(CCO1)C1=CC=C(C(=O)OC(C)(C)C)C=C1)F)=O tert-butyl 4-[(2R)-2-[[4-(4-[[(3S)-2,6-dioxopiperidin-3-yl]carbamoyl]-3-fluorophenyl)piperazin-1-yl]methyl]morpholin-4-yl]benzoate